ClC1=C(C(=O)OC)C(=CC(=C1)B1OC(C(O1)(C)C)(C)C)Cl methyl 2,6-dichloro-4-(4,4,5,5-tetramethyl-1,3,2-dioxaborolan-2-yl)benzoate